4-{[3-Methoxy-4-(1-methyl-1H-1,2,4-triazol-3-yl)pyridin-2-yl]amino}-N-(2H3)methyl-6-[(pyridin-2-yl)amino]pyridazin-3-carboxamid COC=1C(=NC=CC1C1=NN(C=N1)C)NC1=C(N=NC(=C1)NC1=NC=CC=C1)C(=O)NC([2H])([2H])[2H]